4-methyl-hexanone CC(CC(C)=O)CC